N-((1-methoxyisoquinolin-4-yl)methyl)propan-2-amine COC1=NC=C(C2=CC=CC=C12)CNC(C)C